thienyl-diketopyrrolopyrrole S1C(=CC=C1)C=1N=C2C(C1)=NC(C2=O)=O